N.[Zr] zirconium compound with ammonia